5-[4-cyclopropyl-7-[(3R)-1-methyl-3-piperidyl]imidazo[4,5-c]pyridazin-3-yl]-2,2-difluoro-1,3-benzodioxol-4-ol C1(CC1)C=1C2=C(N=NC1C1=C(C3=C(OC(O3)(F)F)C=C1)O)N(C=N2)[C@H]2CN(CCC2)C